CC1=NC2=CC3=C(C=C2C=N1)N(C(CO3)=O)C3COCC3 2-methyl-6-(tetrahydrofuran-3-yl)-6H-[1,4]oxazino[3,2-g]quinazolin-7(8H)-one